N=1NN=NC1C1=CC=C(C=C1)N1[C@@H]2C[C@H]([C@H](C1)C2)OC(=O)C=2C(=NOC2C2CC2)C2=C(C=CC=C2Cl)Cl 5-cyclopropyl-3-(2,6-dichlorophenyl)-1,2-oxazole-4-carboxylic acid (1S,4S,5R)-2-[4-(2H-1,2,3,4-tetrazol-5-yl) phenyl]-2-azabicyclo[2.2.1]Heptane-5-yl ester